B([O-])(O)O.FC=1C(=C(C(C(=O)O)=CC1)O)F.[Na+] Sodium Difluorosalicylate Borate